O=C1NC(CCC1N1C=NC2=C1C=CC(=C2)N2CCC(CC2)NC(OC(C)(C)C)=O)=O tert-Butyl N-[1-[1-(2,6-dioxo-3-piperidyl)benzimidazol-5-yl]-4-piperidyl]carbamate